O=C1N(CC2=CC(=CC=C12)OC[C@@H]1NCCCC1)C1C(NC(CC1)=O)=O 3-(1-oxo-5-(((R)-piperidin-2-yl)methoxy)isoIndolin-2-yl)piperidine-2,6-dione